Butyrolactone C1(CCCO1)=O